tert-Butyl (2S)-4-((1-methyl-1H-pyrazol-3-yl)amino)-2-phenylpiperidine-1-carboxylate CN1N=C(C=C1)NC1C[C@H](N(CC1)C(=O)OC(C)(C)C)C1=CC=CC=C1